dicarbonyl-[2-(2,6-dibenzhydryl-4-methylphenyl)-5-(2,4,6-triisopropylphenyl)imidazo[1,5-a]pyridin-3-ylidene]rhodium(I) chloride C(=O)=[Rh-2](=C1N(C=C2N1C(=CC=C2)C2=C(C=C(C=C2C(C)C)C(C)C)C(C)C)C2=C(C=C(C=C2C(C2=CC=CC=C2)C2=CC=CC=C2)C)C(C2=CC=CC=C2)C2=CC=CC=C2)(=C=O)Cl